C1NCCN2C1=CC=1C=C(C=CC21)N2C(NC(CC2)=O)=O 1-(1,2,3,4-Tetrahydropyrazino[1,2-a]indol-8-yl)dihydropyrimidine-2,4(1H,3H)-dione